N-(6-amino-5-methyl-3-pyridyl)-2-[(2R,4S)-4-(dimethylamino)-2-phenyl-1-piperidyl]-2-oxo-acetamide NC1=C(C=C(C=N1)NC(C(=O)N1[C@H](C[C@H](CC1)N(C)C)C1=CC=CC=C1)=O)C